FC(C(=O)O)(F)F.CC1=C(C(=O)N[C@H](C)C2=CC=CC3=CC=CC=C23)C=C(C=C1)NC[C@H]1NCCCC1 2-methyl-N-((R)-1-(naphthalen-1-yl)ethyl)-5-((((S)-piperidin-2-yl)methyl)amino)benzamide 2,2,2-trifluoroacetate